N1=CC=C(C=C1)C1=C(C=O)C=C(C=C1)C1=CC=NC=C1 2,5-di(4-pyridyl)benzaldehyde